tert-butyl (S)-3-methyl-1-((S)-1-(4-(((4-nitrophenoxy)carbonyloxy)methyl) phenylamino)-1-oxo-5-ureidopentan-2-ylamino)-1-oxobutan-2-ylcarbamate CC([C@@H](C(=O)N[C@H](C(=O)NC1=CC=C(C=C1)COC(=O)OC1=CC=C(C=C1)[N+](=O)[O-])CCCNC(=O)N)NC(OC(C)(C)C)=O)C